N,N'-dimethyl-hydrazine CNNC